tert-butyl (S)-6-morpholino-2-azaspiro[3.4]octane-2-carboxylate O1CCN(CC1)[C@@H]1CC2(CN(C2)C(=O)OC(C)(C)C)CC1